3-methoxy-2,6,6,9-tetramethyl-6H-benzo[c]chromen-8-amine COC1=C(C=C2C3=C(C(OC2=C1)(C)C)C=C(C(=C3)C)N)C